butyl{(5s)-5-[(2-benzyl-4-phenylbutanoyl)amino]-6-[(3-carbamoylbicyclo[2.2.2]oct-2-yl)amino]-6-oxohexyl} carbamate C(N)(OC(CCC[C@@H](C(=O)NC1C2CCC(C1C(N)=O)CC2)NC(C(CCC2=CC=CC=C2)CC2=CC=CC=C2)=O)CCCC)=O